OC1=CC=C(C=C1)C(C)(C)C1=CC=C(C=C1)O 2,2-bis(4'-hydroxyphenyl)-propane